CC1=C(C=NC=C1)N1C(NC2(CC(C2)C2=CC=CC=C2)C1=O)=O 7-(4-methylpyridin-3-yl)-2-phenyl-5,7-diazaspiro[3.4]octane-6,8-dione